4-(((2-aminophenyl)amino)piperidin-1-yl)-2-(4-(tert-butyl)phenyl)ethan-1-one NC1=C(C=CC=C1)NC1N(CCCC1)C1(CC=C(C=C1)CC=O)C(C)(C)C